(E)-1-(4-(4-cyanobenzyl)piperazinyl)-3-(2,4-dihydroxyphenyl)-2-propen-1-one C(#N)C1=CC=C(CN2CCN(CC2)C(\C=C\C2=C(C=C(C=C2)O)O)=O)C=C1